(S)-6-ethoxy-7-methoxy-1-(2-(5-methoxy-1H-indol-3-yl)ethyl)-3,4-dihydroisoquinoline-2(1H)-formaldehyde C(C)OC=1C=C2CCN([C@H](C2=CC1OC)CCC1=CNC2=CC=C(C=C12)OC)C=O